COC1=C(C=CC(=C1)C)C1=C2C(=C(N=N1)N[C@H]1CN(CCC1)C(=O)OC(C)(C)C)SC=C2 tert-butyl (R)-3-((4-(2-methoxy-4-methylphenyl)thieno[2,3-d]pyridazin-7-yl)amino)piperidine-1-carboxylate